2-[[2-(3-chloro-2-methyl-phenyl)-4,5,6,7-tetrahydropyrazolo[1,5-a]pyridin-4-yl]amino]ethanol ClC=1C(=C(C=CC1)C1=NN2C(C(CCC2)NCCO)=C1)C